BrC1=C(C=C(C(=O)OC(C)(C)C)C=C1)C tert-Butyl 4-bromo-3-methylbenzoate